N-dimethylbenzamide CN(C)C(=O)C1=CC=CC=C1